NC1=C(C(=O)NC2CC(C2)O[Si](C)(C)C(C)(C)C)C=C(C=C1Br)C 2-amino-3-bromo-N-[3-[tert-butyl(dimethyl)silyl]oxycyclobutyl]-5-methyl-benzamide